CN(C1=CC=C(CNC2=C3CCN(CC3=CC(=C2)C2=CC=C(C=C2)C(F)(F)F)C(C=C)=O)C=C1)C 1-(5-((4-(dimethylamino)benzyl)amino)-7-(4-(trifluoromethyl)phenyl)-3,4-dihydroisoquinolin-2(1H)-yl)prop-2-en-1-one